3-Chloropyrido[3,4-c]pyridazin-8(7H)-one ClC1=CC2=C(N=N1)C(NC=C2)=O